Methyl 4-bromo-3-cyanopyrazolo[1,5-a]pyridine-5-carboxylate BrC=1C=2N(C=CC1C(=O)OC)N=CC2C#N